1-(1-methyl-2-oxo-1,2-dihydropyridin-4-yl)-1H-1,2,3-triazole-4-carbaldehyde CN1C(C=C(C=C1)N1N=NC(=C1)C=O)=O